C(C)OC(CCC1=CC(=CC=C1)CC=1NC=CC1)=O 3-(3-((1H-pyrrol-2-yl)methyl)phenyl)propanoic acid ethyl ester